ClCC(=O)N1CCN(CC1)C1=NC=CC=C1COC 2-chloro-1-(4-(3-(methoxymethyl)pyridin-2-yl)piperazin-1-yl)ethanone